4-methylpyridin-2-formaldehyde CC1=CC(=NC=C1)C=O